COC(=O)C1=CC=CC=2OC(OC(C21)C)C 2,4-dimethylbenzo[d][1,3]dioxan-5-carboxylic acid methyl ester